4-(Difluoromethyl)-N,N-dimethylpyrrolidin-3-amine hydrochloride Cl.FC(C1C(CNC1)N(C)C)F